(thietanylthio)tin S1C(CC1)S[Sn]